FC1(OC2=C(O1)C=CC(=C2)[C@@H](C)N)F |r| (±)-1-(2,2-difluorobenzo[d][1,3]dioxol-5-yl)ethan-1-amine